CN1N=C(C=C1C(=O)N1CCNCC1)C(=O)O 1-methyl-5-(piperazine-1-carbonyl)pyrazole-3-carboxylic acid